3-[(2-chloro-6-fluorobenzyl)sulfanyl]-5-(3,3,3-trifluoropropyl)[1,2,4]triazolo[4,3-a]pyrimidin-7(8H)-one ClC1=C(CSC2=NN=C3N2C(=CC(N3)=O)CCC(F)(F)F)C(=CC=C1)F